(S)-4-ethyl-4,9-dihydroxy-10-((4-(methylamino)piperidin-1-yl)methyl)-1,12-dihydro-14H-pyrano[3',4':6,7]indolizino[1,2-b]quinoline-3,14(4H)-dione C(C)[C@]1(C(OCC=2C(N3CC=4C(=NC=5C=CC(=C(C5C4)CN4CCC(CC4)NC)O)C3=CC21)=O)=O)O